C(C)OC1=C(C=C(C=N1)CC=1C=NC=NC1)C1=CC=C(C=C1)F 5-{[6-Ethoxy-5-(4-fluorophenyl)pyridin-3-yl]methyl}pyrimidin